2-amino-4-[6-[bis[(4-methoxyphenyl)methyl]amino]-4-methyl-3-(trifluoromethyl)-2-pyridyl]-5-chloro-3,6-difluoro-benzoic acid NC1=C(C(=O)O)C(=C(C(=C1F)C1=NC(=CC(=C1C(F)(F)F)C)N(CC1=CC=C(C=C1)OC)CC1=CC=C(C=C1)OC)Cl)F